6-chloro-3-(((R)-1-(3,6-dimethyl-2-((R)-3-((5-methylpyrazin-2-yl)oxy)pyrrolidin-1-yl)-4-oxo-3,4-dihydroquinazolin-8-yl)ethyl)amino)-N-(methylsulfonyl)picolinamide ClC1=CC=C(C(=N1)C(=O)NS(=O)(=O)C)N[C@H](C)C=1C=C(C=C2C(N(C(=NC12)N1C[C@@H](CC1)OC1=NC=C(N=C1)C)C)=O)C